N=1C=NN2C1C=C(C=C2)OC2=CC(=C(C=C2F)NC=2C1=C(N=CN2)C=C(C(=N1)N1C[C@H](N(CC1)C(=O)OC(C)(C)C)CO)Br)F tert-butyl (S)-4-(4-((4-([1,2,4]triazolo[1,5-a]pyridin-7-yloxy)-2,5-difluorophenyl)amino)-7-bromopyrido[3,2-d]pyrimidin-6-yl)-2-(hydroxymethyl)piperazine-1-carboxylate